FC(C1=NN=C(O1)C1=C(C(=C(CN2N=NC(=C2)C2=CC3=C(N=CN=C3N)S2)C=C1)F)F)F 6-(1-(4-(5-(Difluoromethyl)-1,3,4-oxadiazol-2-yl)-2,3-difluorobenzyl)-1H-1,2,3-triazol-4-yl)thieno[2,3-d]pyrimidin-4-amine